methyl-hypophosphorous acid mono-n-butyl ester C(CCC)OP(=O)C